(2-picolyl)-amine N1=C(C=CC=C1)CN